(E)-3-bromo-N'-(1-(pyridin-4-yl)ethylidene)benzohydrazide BrC=1C=C(C(=O)N/N=C(\C)/C2=CC=NC=C2)C=CC1